C12NCCC2N(C1)C=1N=CC(=NC1)C(=O)NC=1N=C(C=2N(C1)C=C(N2)C)OC 5-(2,6-diazabicyclo[3.2.0]heptan-6-yl)-N-(8-methoxy-2-methyl-imidazo[1,2-a]pyrazin-6-yl)pyrazine-2-carboxamide